(S)-2-(1-Isopropyl-4-oxo-1,4-dihydro-5H-pyrazolo[3,4-d]pyridazin-5-yl)-N-(1-(4-(trifluoromethyl)phenyl)ethyl)acetamid C(C)(C)N1N=CC2=C1C=NN(C2=O)CC(=O)N[C@@H](C)C2=CC=C(C=C2)C(F)(F)F